ClC=1C=CC(=C(C1)C1=NN(C=C1NC(=O)C=1C=NN2C1N=CC=C2)CC=2N=NN(N2)C2COC2)OC(F)F N-[3-[5-chloro-2-(difluoromethoxy)phenyl]-1-[[2-(oxetan-3-yl)tetrazol-5-yl]methyl]pyrazol-4-yl]pyrazolo[1,5-a]pyrimidine-3-carboxamide